C(C)(C)(C)C1=NN=C(O1)C(=O)N[C@@H]1CCCCC2=C1C=CC(=C2)C2=C1C(=NC=C2)NC(=N1)C=1C(=NN(C1C)C(C)C)C 5-tert-butyl-N-[(5R)-2-{2-[3,5-dimethyl-1-(propan-2-yl)-1H-pyrazol-4-yl]-3H-imidazo[4,5-b]pyridin-7-yl}-6,7,8,9-tetrahydro-5H-benzo[7]annulen-5-yl]-1,3,4-oxadiazole-2-carboxamide